O[C@@H]1CN(CC1)C1=C(C=C(C=C1)S(=O)(=O)N1CCC12CN(C2)C(=O)OC)C=2NC1=CC=CC=C1C2 methyl (S)-1-((4-(3-hydroxypyrrolidin-1-yl)-3-(1H-indol-2-yl)phenyl)sulfonyl)-1,6-diazaspiro[3.3]heptane-6-carboxylate